NC1CCC(CC1)N1CCN(CC1)C(=O)C1=CC=CC=C1 (4-((1R,4R)-4-aminocyclohexyl)piperazin-1-yl)(phenyl)methanone